3-hexafluoropropane-2-yl-3-(1-benzyl-1H-pyrazol-3-yl)azetidin FC(C(C(F)(F)F)C1(CNC1)C1=NN(C=C1)CC1=CC=CC=C1)(F)F